CC1(CC(C1)C(=O)N1CCN(CC1)C1=CC=C(C=C1)NC(=O)C=1C(NC=CC1NC1=C(C2=C(OCCN2)N=C1)C)=O)C N-(4-(4-(3,3-dimethylcyclobutane-1-carbonyl)piperazin-1-yl)phenyl)-4-((8-methyl-2,3-dihydro-1H-pyrido[2,3-b][1,4]oxazin-7-yl)amino)-2-oxo-1,2-dihydropyridine-3-carboxamide